N-Boc-(R)-2-amino-1-butanol C(=O)(OC(C)(C)C)N[C@@H](CO)CC